(R)-(3-(3-((tert-butoxycarbonyl)amino)pyrrolidin-1-yl)-4-(4,5-dibromo-1H-pyrrole-2-carboxamido)benzoyl)glycine C(C)(C)(C)OC(=O)N[C@H]1CN(CC1)C=1C=C(C(=O)NCC(=O)O)C=CC1NC(=O)C=1NC(=C(C1)Br)Br